3-methylbenzoic acid barium salt [Ba+2].CC=1C=C(C(=O)[O-])C=CC1.CC=1C=C(C(=O)[O-])C=CC1